C(C)(C)(C)OC(=O)N1C[C@H](CCC1)C1=C2C(=C(NC2=C(C=C1)C(N)=O)C)C |r| (RS)-3-(7-carbamoyl-2,3-dimethyl-1H-indol-4-yl)piperidine-1-carboxylic acid tert-butyl ester